1-(1H-pyrrolo[2,3-b]pyridin-4-yl)ethanol N1C=CC=2C1=NC=CC2C(C)O